5-((2',3'-difluoro-3,6-dihydro-[4,4'-bipyridyl]-1(2H)-yl)methyl)-2-(2,4-dioxotetrahydropyrimidine-1(2H)-yl)isoindoline-1,3-dione FC1=NC=CC(=C1F)C=1CCN(CC1)CC=1C=C2C(N(C(C2=CC1)=O)N1C(NC(CC1)=O)=O)=O